C(C)C=1N=C(C2=C(N1)OC(=C2C(=O)NCC2=CC(=CC=C2)F)C)NC2(CC2)C ethyl-N-[(3-fluorophenyl)methyl]-6-methyl-4-[(1-methylcyclopropyl)amino]furo[2,3-d]pyrimidine-5-carboxamide